CN(CCCC[C@@H](C(N1CCNCC1)=O)NC(=O)C1CCN(CC1)C(=O)OC(C)(C)C)C tert-butyl 4-{[(2S)-6-(dimethylamino)-1-oxo-1-(piperazin-1-yl)hexan-2-yl]carbamoyl}piperidine-1-carboxylate